BrC1=C(SC=2C1=NC(=CC2N(CC=2SC=CC2)C(=O)OC(C)(C)C)Cl)C2CCN(CCC2NS(=O)C(C)(C)C)C(=O)OC(C)(C)C tert-butyl 4-(3-bromo-7-((tert-butoxycarbonyl)(thiophen-2-ylmethyl)amino)-5-chlorothieno[3,2-b]pyridin-2-yl)-5-((tert-butylsulfinyl)amino)azepane-1-carboxylate